7-((6-((dimethylamino)methyl)-5-(1-methoxycyclopropyl)pyridin-2-yl)amino)-4-(7-fluoroimidazo[1,2-a]pyridin-3-yl)isoindolin-1-one CN(C)CC1=C(C=CC(=N1)NC=1C=CC(=C2CNC(C12)=O)C1=CN=C2N1C=CC(=C2)F)C2(CC2)OC